ClC1=C(C=C2C=C(NC2=C1)C(=O)OC)F methyl 6-chloro-5-fluoro-1H-indole-2-carboxylate